C1(CC1)C1=CC=C(C=N1)C(=O)N(CC1=CC(=C(C(=C1)[N+](=O)[O-])C1=CC=NN1C)F)C1=C(C=C(C=C1)F)S(=O)(=O)C 6-cyclopropyl-N-(4-fluoro-2-methanesulfonylphenyl)-N-{[3-fluoro-4-(1-methyl-1H-pyrazol-5-yl)-5-nitrophenyl]methyl}pyridine-3-carboxamide